FC1=C(C=CC=C1)N(S(=O)(=O)C=1C=NN(C1)C1=CC=C(C=C1)C1=NOC(=N1)C(F)(F)F)C N-(2-fluorophenyl)-N-methyl-1-(4-(5-(trifluoromethyl)-1,2,4-oxadiazol-3-yl)phenyl)-1H-pyrazole-4-sulphonamide